C(#N)C=1C=C(C=CC1F)NC(N(C)[C@@H]1C=2C3=C(C(NC2CN(C1)CCO)=O)C=C(C=C3)F)=O (R)-3-(3-cyano-4-fluorophenyl)-1-(8-fluoro-3-(2-hydroxyethyl)-6-oxo-1,2,3,4,5,6-hexahydrobenzo[c][1,7]naphthyridin-1-yl)-1-methylurea